ClC1=NN=C(N=N1)N(CCCC#CC)[C@H]1CN(CCC1)CC (R)-6-chloro-N-(1-ethylpiperidin-3-yl)-N-(hex-4-yn-1-yl)-1,2,4,5-tetrazin-3-amine